CN(C(=O)C1=CC2=C(N=C(N=C2)C)N=C1N1CCCC1)C N,N,2-trimethyl-7-(pyrrolidin-1-yl)pyrido[2,3-d]pyrimidine-6-carboxamide